(1S,4S)-2-(methylsulfonyl)-2,5-diazabicyclo[2.2.1]heptane hydrochloride Cl.CS(=O)(=O)N1[C@@H]2CN[C@H](C1)C2